crotyl-amine C(C=CC)N